N-(2-(5-methoxy-1H-indol-3-yl)ethyl)-N-methylcyclobutanamine COC=1C=C2C(=CNC2=CC1)CCN(C1CCC1)C